2-(4-(4-(Aminomethyl)-8-(azetidin-1-yl)-1-oxo-1,2-dihydro-phthalazin-6-yl)-1-methyl-1H-pyrazol-5-yl)-4-chloro-6-cyclopropyloxy-3-fluorobenzonitrile NCC1=NNC(C2=C(C=C(C=C12)C=1C=NN(C1C1=C(C#N)C(=CC(=C1F)Cl)OC1CC1)C)N1CCC1)=O